BrC=1C=C2C(CNC(C2=CC1)=O)C(F)(F)F 6-bromo-4-(trifluoromethyl)-3,4-dihydro-2H-isoquinolin-1-one